(S)-6-((4-((1-ethyl-1H-pyrazol-4-yl)oxy)-3,5-difluorobenzyl)oxy)-10,10a-dihydro-1H-oxazolo[3',4':3,4]imidazo[1,2-c]pyrimidin-8(3H)-one C(C)N1N=CC(=C1)OC1=C(C=C(COC=2C=C3N(C(N2)=O)C[C@@H]2N3COC2)C=C1F)F